IC=1C(NC(N(C1)C1(CC1)\C=C\C(C)=O)=O)=O (E)-5-iodo-1-(1-(3-oxobut-1-en-1-yl)cyclopropyl)pyrimidine-2,4(1H,3H)-dione